BrC1=C(C=C(C(=O)N2CC=3NC(N(C(C3C[C@H]2C)=O)C2=C(C=C(C(=O)NC)C=C2)Cl)=S=O)C=C1)C(F)(F)F 4-[(6R)-7-[4-bromo-3-(trifluoromethyl)benzoyl]-6-methyl-4-oxo-2-sulfinyl-1h,5h,6h,8h-pyrido[3,4-d]pyrimidin-3-yl]-3-chloro-N-methylbenzamide